FC1=C(C(=CC=C1C)F)S(=O)(=O)N(COCC[Si](C)(C)C)C1=NOC=C1 2,6-difluoro-N-(isoxazol-3-yl)-3-methyl-N-((2-(trimethylsilyl)ethoxy)methyl)benzenesulfonamide